CC([C@@H](C(=O)N1[C@@H](C[C@H](C1)O)C(=O)NC)N1N=NC(=C1)C=1C=NN(C1)CCC)(C)C (2S,4r)-1-[(2S)-3,3-dimethyl-2-[4-(1-propylpyrazol-4-yl)triazol-1-yl]butyryl]-4-hydroxy-N-methyl-pyrrolidine-2-carboxamide